4-(2',6'-Dimethyl-[1,1'-biphenyl]-2-yl)-2-(3-(3-(pyridin-2-yl)phenoxy)phenyl)-pyridine CC1=C(C(=CC=C1)C)C1=C(C=CC=C1)C1=CC(=NC=C1)C1=CC(=CC=C1)OC1=CC(=CC=C1)C1=NC=CC=C1